C(C)(C)(C)[Si](OC)(OC)CCC tert-butyln-propyldimethoxysilane